trans-4-(Fmoc-aminomethyl)cyclohexane-carboxylic acid C(=O)(OCC1C2=CC=CC=C2C2=CC=CC=C12)C([C@@H]1CC[C@H](CC1)C(=O)O)N